tert-butyl 4-(2-carbamoyl-4-(4-(2-fluoroprop-2-enoylamino)-2-methyl-phenyl)-5-methyl-1H-pyrrol-3-yl)-2-fluoro-benzoate C(N)(=O)C=1NC(=C(C1C1=CC(=C(C(=O)OC(C)(C)C)C=C1)F)C1=C(C=C(C=C1)NC(C(=C)F)=O)C)C